tert-butyl 2-(1-oxo-2-(2-oxoazepan-3-yl)isoindolin-5-yl)piperidine-1-carboxylate O=C1N(CC2=CC(=CC=C12)C1N(CCCC1)C(=O)OC(C)(C)C)C1C(NCCCC1)=O